6-(2-chlorophenyl)-N-(2-methoxy-4-(4-methylpiperazin-1-yl)phenyl)-8,9-dihydroimidazo[1',2':1,6]pyrido[2,3-d]pyrimidin-2-amine ClC1=C(C=CC=C1)C1=CC2=C(N=C(N=C2)NC2=C(C=C(C=C2)N2CCN(CC2)C)OC)N2C1=NCC2